(S)-2-((5-(pyridin-3-yl)pyrimidin-2-yl)amino)-9-(5,6,7,8-tetrahydro-1,8-naphthyridin-2-yl)nonanoic acid N1=CC(=CC=C1)C=1C=NC(=NC1)N[C@H](C(=O)O)CCCCCCCC1=NC=2NCCCC2C=C1